C(C)OCOC1=C(C(=CC(=C1)C(F)(F)F)C)C=1C=CC=2C(N1)=NN(N2)[C@@H]2CCC(N(C2)C)=O |r| (R and S)-5-(5-(2-(ethoxymethoxy)-6-methyl-4-(trifluoromethyl)phenyl)-2H-[1,2,3]triazolo[4,5-b]pyridin-2-yl)-1-methylpiperidin-2-one